C1(CC1)CNCC=1C=C(C(N(C1)CCC(F)(F)F)=O)C(=O)NC1=C(C=CC(=C1)C1(CC(C1)(C)C)C1=NN=CN1C)F 5-(((Cyclopropylmethyl)amino)methyl)-N-(5-(3,3-dimethyl-1-(4-methyl-4H-1,2,4-triazol-3-yl)cyclobutyl)-2-fluorophenyl)-2-oxo-1-(3,3,3-trifluoropropyl)-1,2-dihydropyridine-3-carboxamide